2-isocyano-N,5-dimethyl-N-phenylaniline [N+](#[C-])C1=C(N(C2=CC=CC=C2)C)C=C(C=C1)C